1,4-bis((dimethyl)maleimido)butane CC1=C(C(=O)N(C1=O)CCCCN1C(C(=C(C1=O)C)C)=O)C